(S)-methyl 4-(2-amino-3-hydroxy-N-methylpropionamido)-3-fluorobenzoate N[C@H](C(=O)N(C)C1=C(C=C(C(=O)OC)C=C1)F)CO